1-[4-(2,3-dimethylphenyl)piperazin-1-yl]-2-{3-[4-(methylsulfonyl)piperidine-1-carbonyl]-5,6-dihydrocyclopenta[c]pyrazol-1(4H)-yl}ethan-1-one CC1=C(C=CC=C1C)N1CCN(CC1)C(CN1N=C(C2=C1CCC2)C(=O)N2CCC(CC2)S(=O)(=O)C)=O